BrC=1C=C2C(=CN(C2=CC1)C(CCCP(O)(O)=O)=O)/C(=C/C1=C(C=CC(=C1)C#N)OC)/C#N (Z)-4-(5-bromo-3-(1-cyano-2-(5-cyano-2-methoxyphenyl)vinyl)-1H-indol-1-yl)-4-oxobutylphosphonic acid